C1(CC1)[C@H](C(F)(F)F)N1CC=C2N1C(=CC(=N2)C=2C=NC=CC2)C (R)-N-(1-cyclopropyl-2,2,2-trifluoroethyl)-7-methyl-5-(pyridin-3-yl)pyrazolo[1,5-a]Pyrimidine